C(C)(C)(C)P(C1(C(=C(C=C(C1)C(C)C)C(C)C)C1=CC=CC=C1)C(C)C)C(C)(C)C 2-di-tert-butylphosphino-2,4,6-triisopropylbiphenyl